C(C)(C)(C)N1N=C(C=C1N)C1OCC(C1)(OC)OC 1-(tert-butyl)-3-(4,4-dimethoxytetrahydrofuran-2-yl)-1H-pyrazol-5-amine